CC(C(C#C)=O)(CCCC)C 4,4-dimethyl-1-octyn-3-one